4,4,4-Trifluoro-3-methyl-N-((R)-1-(1-((2-(trimethylsilyl)ethoxy)methyl)-1H-benzo[d]imidazol-6-yl)ethyl)butanamide FC(C(CC(=O)N[C@H](C)C=1C=CC2=C(N(C=N2)COCC[Si](C)(C)C)C1)C)(F)F